C(CC)SP(=S)(OCCC)O.CC1=CC=CC=C1 toluene dipropyl-dithiophosphate